OC(C)C1=NC2=C(N1C1=CC3=C(NC(N3)=O)C=C1)C=CC=C2 5-[2-(1-Hydroxyethyl)benzimidazol-1-yl]-1,3-dihydrobenzimidazol-2-one